(R)-1-(7-Bromo-2,8-difluoro-6-(trifluoromethyl)quinazolin-4-yl)-3-methylpiperidin-3-ol BrC1=C(C=C2C(=NC(=NC2=C1F)F)N1C[C@@](CCC1)(O)C)C(F)(F)F